2-methoxy-5-(3-methyl-2,3-dihydro-1,4-benzodioxin-2-yl)phenol COC1=C(C=C(C=C1)C1C(OC2=C(O1)C=CC=C2)C)O